N[C@@H]1[C@@H](N(C[C@@H]1F)C(=O)OCC1=CC=CC=C1)CC1=C(C(=CC=C1)Cl)F benzyl (2S,3R,4S)-3-amino-2-[(3-chloro-2-fluorophenyl)methyl]-4-fluoropyrrolidine-1-carboxylate